C1(=CC=C(C=C1)CN=C=O)CN=C=O 1,4-phenylenebismethylene diisocyanate